(S)-4-ethyl-4-hydroxy-3,14-dioxo-3,4,12,14-tetrahydro-1H-pyrano[3',4':6,7]indolizino[1,2-b]quinolin-9-yl 2-(1-(2,2-diphenylethyl)piperidin-4-yl)acetate C1(=CC=CC=C1)C(CN1CCC(CC1)CC(=O)OC1=CC=2C=C3C(=NC2C=C1)C1=CC2=C(C(N1C3)=O)COC([C@]2(O)CC)=O)C2=CC=CC=C2